C=C(CCCCCC)C1CCCCC1 oct-1-en-2-ylcyclohexane